BrC=1C(=CC2=C(N(C[C@H](NS2(=O)=O)CCCC)C2=CC=CC=C2)C1)OC (R)-7-bromo-3-butyl-8-methoxy-5-phenyl-2,3,4,5-tetrahydro-1,2,5-benzothiadiazepine 1,1-dioxide